N1CC(C1)OC=1C(=NN(C1)C)C 4-(azetidin-3-yloxy)-1,3-dimethyl-1H-pyrazole